Tert-butyl 4-(6-fluoro-1-(1-(4-methoxybenzyl)-2,6-dioxopiperidin-3-yl)-3-methyl-2-oxo-2,3-dihydro-1H-benzo[d]imidazol-5-yl)-5,6-dihydropyridine-1(2H)-carboxylate FC=1C(=CC2=C(N(C(N2C)=O)C2C(N(C(CC2)=O)CC2=CC=C(C=C2)OC)=O)C1)C1=CCN(CC1)C(=O)OC(C)(C)C